[Li].[Sb].[Sn].N1C=NC2=C1C=CC(=C2)N2C(NCC2C2=CC=C(C=C2)C=2SC=C(N2)C2CC2)=O 1-(1H-benzimidazol-5-yl)-5-[4-(4-cyclopropyl-1,3-thiazol-2-yl)phenyl]imidazolidin-2-one tin-antimony lithium